ClC1=C(C=C(C=C1)\C=N\N(C1=NS(C2=C1C=CC(=C2)C#N)(=O)=O)CC(C)C)OC 3-[[(E)-(4-chloro-3-methoxy-phenyl)methyleneamino]-isobutyl-amino]-1,1-dioxo-1,2-benzothiazole-6-carbonitrile